N-((3-fluoropyridin-2-yl)methyl)-2-(2-((2-(1-(3-(methylamino)-3-oxopropyl)-1H-benzo[d]imidazol-2-yl)ethyl)amino)ethyl)oxazole-4-carboxamide FC=1C(=NC=CC1)CNC(=O)C=1N=C(OC1)CCNCCC1=NC2=C(N1CCC(=O)NC)C=CC=C2